C1(CC1)OC1=CC=C(C2=CN(N=C12)C)C1=CC(=C(CN2C(C3=NC=CC=C3C2=O)([2H])[2H])C(=C1)OCC(C)C)F 6-(4-(7-cyclopropoxy-2-methyl-2H-indazol-4-yl)-2-fluoro-6-isobutoxybenzyl)-6,7-dihydro-5H-pyrrolo[3,4-b]pyridin-5-one-7,7-d2